FC=1C=C2C(=NNC2=CC1OCCOC)C1=CC(=NO1)C1=CC=C(C(=O)N(C)CCS(=O)(=O)C)C=C1 4-{5-[5-fluoro-6-(2-methoxyethoxy)-1H-indazol-3-yl]-1,2-oxazol-3-yl}-N-(2-methanesulfonylethyl)-N-methylbenzamide